2-((2-((4-(1-((2-(2,6-dioxopiperidin-3-yl)-1,3-dioxoisoindolin-5-yl)methyl)piperidin-4-yl)-2-isopropoxy-5-methylphenyl)amino)-5-(trifluoromethyl)pyridin-4-yl)amino)-N-methylbenzamide O=C1NC(CCC1N1C(C2=CC=C(C=C2C1=O)CN1CCC(CC1)C1=CC(=C(C=C1C)NC1=NC=C(C(=C1)NC1=C(C(=O)NC)C=CC=C1)C(F)(F)F)OC(C)C)=O)=O